methyl (5-((2-bromobenzyl)oxy)-4-oxo-4H-chromene-2-carbonylamino)-L-tryptophanate BrC1=C(COC2=C3C(C=C(OC3=CC=C2)C(=O)NN[C@@H](CC2=CNC3=CC=CC=C23)C(=O)OC)=O)C=CC=C1